COC1=CC=2N(C=C1C(=O)NC=1C=3N(C=CC1)N=CC3)C=C(N2)C2CCOCC2 7-Methoxy-N-(pyrazolo[1,5-a]pyridin-4-yl)-2-(tetrahydro-2H-pyran-4-yl)imidazo[1,2-a]pyridine-6-carboxamide